4,4'-(diazene-1,2-diyl)bis(4-cyanopentanoic acid) N(=NC(CCC(=O)O)(C)C#N)C(CCC(=O)O)(C)C#N